(2S,5S)-1-benzyl-2-(3,4-difluorophenyl)-4,4-difluoro-5-methyl-piperidine C(C1=CC=CC=C1)N1[C@@H](CC([C@H](C1)C)(F)F)C1=CC(=C(C=C1)F)F